fluorooleyl-ammonium iodide [I-].FCCCCCCCC\C=C/CCCCCCCC[NH3+]